CC(C)(C)[S@@](=O)N[C@@H](C(F)(F)F)C[N+](=O)[O-] (R)-2-methyl-N-((R)-1,1,1-trifluoro-3-nitropropan-2-yl)propane-2-sulfinamide